(4-amino-7-bromo-1H-imidazo[4,5-c]quinolin-2-yl)methylpyrrolidine-1-carboxylate NC1=NC=2C=C(C=CC2C2=C1N=C(N2)COC(=O)N2CCCC2)Br